Cl.CN1CCC(CC1)C1=CC2=C(NC(O2)=O)C=C1 6-[(2S)-Methyl-4-piperidyl]-3H-1,3-benzoxazol-2-one hydrochloride